ClC=1C=C(C=C(C1)Cl)N1N=C(C2=C1C=1C=C(C(=CC1OC2)OC)C=2C=C(C=CC2)NC(C[C@@H](N)C(=O)O)=O)C(=O)N2C(COCC2)(C)C N4-(3-(1-(3,5-dichlorophenyl)-3-(3,3-dimethylmorpholine-4-carbonyl)-7-methoxy-1,4-dihydrochromeno[4,3-c]pyrazol-8-yl)phenyl)-D-asparagine